FC1=CC=C(C(=O)NCC2=NOC(=N2)C(CC2=CC3=CC=CC=C3C=C2)C(NO)=O)C=C1 4-Fluoro-N-[5-(1-hydroxycarbamoyl-2-naphthalen-2-yl-ethyl)-[1,2,4]oxadiazol-3-ylmethyl]-benzamide